C([C@H](O)C)(=O)[O-].[Ba+2].C([C@H](O)C)(=O)[O-] barium D-lactate